BrC1=CC(=C(C=C1)SCC1CC1)C 4-bromo-1-(cyclopropylmethylsulfanyl)-2-methyl-benzene